[2H]C(C(N(C)C)([2H])[2H])(C1=CNC2=CC=CC=C12)[2H] tetradeutero-N,N-dimethyltryptamine